Pyrazolidinyl-Pyrazolyl-Oxazolidinyl-Imidazolidinyl-Piperidinyl-Piperazine N1(NCCC1)C1(C(N(CCN1)N1CCCCC1)(N1CNCC1)C1OCCN1)C1=NNC=C1